3-piperidinone methyl-benzoate COC(C1=CC=CC=C1)=O.N1CC(CCC1)=O